6-(2,4-diethoxypyrimidine-5-yl)-4-((1S,2R)-2-isopropylcyclopropyl)-3-ethoxypyridazine C(C)OC1=NC=C(C(=N1)OCC)C1=CC(=C(N=N1)OCC)[C@@H]1[C@H](C1)C(C)C